BrC1=CC=C(C(=O)N([C@H](CN2CCCC2)[C@H](CC)C)C)C=C1 4-Bromo-N-methyl-N-((2S,3S)-3-methyl-1-(pyrrolidin-1-yl)pentan-2-yl)benzamide